(2S)-2-((1-(1-ethyl-1H-pyrazol-5-yl)-2,2,2-trifluoroethyl)amino)-2-((1r,4S)-4-methylcyclohexyl)acetic acid C(C)N1N=CC=C1C(C(F)(F)F)N[C@H](C(=O)O)C1CCC(CC1)C